P-(4-((2-(2-(2-HYDROXYETHOXY) ETHOXY) ETHOXY) CARBONYL)-1-PIPERAZINYL)-N,N-DIMETHYLPHOSPHONAMIDATE OCCOCCOCCOC(=O)N1CCN(CC1)P([O-])(=O)N(C)C